Cl.C(C)OC(=O)[C@H]1[C@@H]2C3CC3[C@H]([C@@H]1N)CC2 (1R,5S,6S,7S)-7-aminotricyclo[3.2.2.02,4]Nonane-6-carboxylic acid ethyl ester hydrochloride